(2,6-dimethylpyrimidin-4-yl)Methanone CC1=NC(=CC(=N1)C=O)C